N6-formyladenosine C1=NC(=C2C(=N1)N(C=N2)[C@H]3[C@@H]([C@@H]([C@H](O3)CO)O)O)NC=O